(S)-2-isopropyl-4-(2,2,2-trifluoroethyl)piperazin C(C)(C)[C@@H]1NCCN(C1)CC(F)(F)F